8-(1-(2,2-difluoroethyl)-1H-pyrazolo[3,4-b]pyrazin-6-yl)-2-(2-methylpyrimidin-5-yl)-2,8-diazaspiro[4.5]decane FC(CN1N=CC=2C1=NC(=CN2)N2CCC1(CCN(C1)C=1C=NC(=NC1)C)CC2)F